1,1'-((6-(4-(2-((6-(bis(2-hydroxyhexadecyl)amino)hexyl)(2-hydroxyhexadecyl)amino)ethyl)piperazin-1-yl)hexyl)azanediyl)bis(hexadecan-2-ol) OC(CN(CCCCCCN(CCN1CCN(CC1)CCCCCCN(CC(CCCCCCCCCCCCCC)O)CC(CCCCCCCCCCCCCC)O)CC(CCCCCCCCCCCCCC)O)CC(CCCCCCCCCCCCCC)O)CCCCCCCCCCCCCC